FC=1N=C(C2=C(N1)C(=C(N=C2)C2=CC(=CC1=CC=C(C(=C21)C#C[Si](C(C)C)(C(C)C)C(C)C)F)OCOC)F)N2C[C@@H]1CC[C@H](C2)N1C(=O)OC(C)(C)C tert-butyl (1S,5R)-3-[2,8-difluoro-7-[7-fluoro-3-(methoxymethoxy)-8-(2-triisopropylsilylethynyl)-1-naphthyl]pyrido[4,3-d]pyrimidin-4-yl]-3,8-diazabicyclo[3.2.1]octane-8-carboxylate